C(C)(=O)[O-].C(CCCCCCCCCC)[NH+]1C(CCC1)C 1-undecyl-2-methylpyrrolidinium acetate